C1OCC12CN(C2)C2=NC1=CC=C(C=C1C=C2)CO (2-(2-oxa-6-azaspiro[3.3]heptan-6-yl)quinolin-6-yl)methanol